NCCNC(C1=C(C=C(C=C1)NC=1C=2N(C=CN1)C(=CN2)C2=C(C(=C(C=C2)OC)F)F)CC)=O N-(2-aminoethyl)-4-[[3-(2,3-difluoro-4-methoxy-phenyl)imidazo[1,2-a]pyrazin-8-yl]amino]-2-ethyl-benzamide